N-(2-{3a-methoxy-octahydropyrrolo[3,4-b]pyrrol-5-yl}-5,6,7,8-tetrahydroquinolin-6-yl)-6-amino-2-methylthieno[2,3-d][1,3]thiazole-5-carboxamide COC12C(NCC1)CN(C2)C2=NC=1CCC(CC1C=C2)NC(=O)C2=C(C1=C(N=C(S1)C)S2)N